2-(6-amino-3-iminio-4,5-disulfonato-3H-xanthen-9-yl)-5-((2,3,5,6-tetrafluorophenoxy)carbonyl)benzoate NC=1C(=C2OC3=C(C(C=CC3=C(C2=CC1)C1=C(C(=O)[O-])C=C(C=C1)C(=O)OC1=C(C(=CC(=C1F)F)F)F)=[NH2+])S(=O)(=O)[O-])S(=O)(=O)[O-]